C(C)(=O)N\N=C(\C[C@@H](C(=O)OCC1=CC=CC=C1)NC(=O)OCC1=CC=CC=C1)/O (S,Z)-N-acetyl-4-(benzyloxy)-3-(((benzyloxy)carbonyl)amino)-4-oxobutanehydrazonic acid